leucine-d N[C@@H](CC(C)C)C(=O)O[2H]